ClC=1C=C(C=CC1Cl)SCC=1C=C(C(NC1)=O)O 5-(((3,4-dichlorophenyl)thio)methyl)-3-hydroxypyridin-2(1H)-one